CN1C=NC(=C1)NC(=O)C=1N(C=C(C1)NC(CCNC(=O)C=1N(C=CN1)C)=O)C 1-methyl-4-(1-methyl-4-{3-[(1-methylimidazol-2-yl)formamido]propanamido}pyrrole-2-amido)imidazole